COC1=C(C=CC(=C1)OC)CC1=C(N=NC(=C1)CN1CC(C1)OC)N [(2,4-dimethoxyphenyl)methyl]-6-[(3-methoxyazetidin-1-yl)methyl]pyridazin-3-amine